(S)-6-bromo-2-(1-cyclopropylethyl)-N-ethyl-3-oxoisoindoline-4-sulfonamide BrC=1C=C(C=2C(N(CC2C1)[C@@H](C)C1CC1)=O)S(=O)(=O)NCC